5-(2-bromoethoxy)-1-(3-thietanyl)-7-(trifluoromethyl)-1H-1,3-benzimidazole BrCCOC1=CC2=C(N(C=N2)C2CSC2)C(=C1)C(F)(F)F